CN([C@@H](C(C)C)C(=O)OC)C(=O)[C@@H]1CN(CC1)S(=O)(=O)C=C methyl N-methyl-N-((S)-1-(vinylsulfonyl) pyrrolidine-3-carbonyl)-L-valinate